5-(5-(4-amino-2-chlorophenyl)-1H-indazol-1-yl)-2-fluorophenol NC1=CC(=C(C=C1)C=1C=C2C=NN(C2=CC1)C=1C=CC(=C(C1)O)F)Cl